[1,7]naphthyridine N1=CC=CC2=CC=NC=C12